(Z)-3-(2-(5-bromo-1H-indol-3-yl)-2-cyanovinyl)-4-(4-fluorophenoxy)benzonitrile BrC=1C=C2C(=CNC2=CC1)/C(=C/C=1C=C(C#N)C=CC1OC1=CC=C(C=C1)F)/C#N